N=1C=CN2C1C=NC(=C2)C(C)=O imidazo[1,2-a]pyrazin-6-ylethanone